3-(5-(4-(Azetidin-3-ylmethyl)piperazin-1-yl)-3-methyl-2-oxo-2,3-dihydro-1H-benzo[d]imidazol-1-yl)piperidine-2,6-dione N1CC(C1)CN1CCN(CC1)C1=CC2=C(N(C(N2C)=O)C2C(NC(CC2)=O)=O)C=C1